tert-butyl 4-hydroxy-isoindoline-2-carboxylate OC1=C2CN(CC2=CC=C1)C(=O)OC(C)(C)C